3-bromoundecyl-sodium BrC(CC[Na])CCCCCCCC